C(C)(C)(C)OC(=O)NC=1SC(=C(N1)Cl)C(=O)OC(C)(C)C tert-butyl 2-(tert-Butoxycarbonylamino)-4-chloro-thiazole-5-carboxylate